FC(/C=C/[C@H]1[C@@H](C[C@@H]2OC[C@H](CC[C@@H]21)CCCC(=O)OC(C)C)O)(COC2=CC=CC=C2)F 2-Propanyl 4-{(3S,5aR,6R,7R,8aS)-6-[(1E)-3,3-difluoro-4-phenoxy-1-buten-1-yl]-7-hydroxyoctahydro-2H-cyclopenta[b]oxepin-3-yl}butanoate